COC[C@H]1CN[C@H](CO1)C (2R,5S)-2-(methoxymethyl)-5-methylmorpholine